P(O)(=O)(OP(=O)(O)OP(=O)(O)O)OC[C@@H]1C[C@H]([C@@H](O1)N1C=NC=2C(NCCCCCCN=[N+]=[N-])=NC=NC12)O N6-(6-Azido)hexyl-3'-deoxyadenosine-5'-triphosphate